N1CC(C1)N1N=NC=C1C=1C=C(C=NC1)N1N=C(C=CC1=O)C(=O)N[C@H](C)C1=C(C(=CC=C1)C(C([2H])([2H])O)(F)F)F (R)-1-(5-(1-(azetidin-3-yl)-1H-1,2,3-triazol-5-yl)pyridin-3-yl)-N-(1-(3-(1,1-difluoro-2-hydroxyethyl-2,2-d2)-2-fluorophenyl)ethyl)-6-oxo-1,6-dihydropyridazine-3-carboxamide